e-Sarcosine N(C)CC(=O)O